Decyl Phenyl Ether Sulfate S(=O)(=O)(O)O.C1(=CC=CC=C1)OCCCCCCCCCC